N-((2-(6-((cis)-2,6-dimethylmorpholino)-5-fluoropyridin-2-yl)-1,6-naphthyridin-7-yl)methyl)-1-(methylsulfonyl)indoline-6-carboxamide C[C@@H]1O[C@@H](CN(C1)C1=C(C=CC(=N1)C1=NC2=CC(=NC=C2C=C1)CNC(=O)C1=CC=C2CCN(C2=C1)S(=O)(=O)C)F)C